FC(OC1=CC=C(C=C1)CNC1CC1)(F)F N-[[4-(trifluoromethoxy)phenyl]methyl]cyclopropanamine